O1C(OCCC1)CC/C(/C=1C=NC=CC1)=N\SC(C)(C)C (S,E)-N-(3-(1,3-dioxane-2-yl)-1-(pyridine-3-yl)propylidene)-2-methyl-propane-2-sulfenamide